(2S,4R)-1-((R)-2-(2-naphthoylamino)-3-cyclohexylpropionyl)-N-(4-amino-1-cyclobutyl-3-hydroxy-4-oxobutan-2-yl)-4-(piperidin-1-yl)pyrrolidine-2-carboxamide C1=C(C=CC2=CC=CC=C12)C(=O)N[C@@H](C(=O)N1[C@@H](C[C@H](C1)N1CCCCC1)C(=O)NC(CC1CCC1)C(C(=O)N)O)CC1CCCCC1